C(C)OP(=O)(OCC)CCC[Si](OC)(OC)OC 3-diethoxyphosphorylpropyl-(trimethoxy)silane